5-(4-((3-(3-ethylureido)isothiazol-5-yl)methyl)piperidin-1-yl)-N,6-dimethylpicolinamide C(C)NC(NC1=NSC(=C1)CC1CCN(CC1)C=1C=CC(=NC1C)C(=O)NC)=O